ethyl 2-fluoro-3-oxobutanoate FC(C(=O)OCC)C(C)=O